1-((1-(butoxy)-2-butaneyl)oxy)-2-butanone C(CCC)OCC(CC)OCC(CC)=O